N-((R)-2-oxo-1-(1-(5-(trifluoromethyl)pyrimidin-2-yl)piperidin-4-yl)pyrrolidin-3-yl)-2-((6-oxo-5-(trifluoromethyl)-1,6-dihydropyridazin-4-yl)amino)propanamide O=C1N(CC[C@H]1NC(C(C)NC=1C=NNC(C1C(F)(F)F)=O)=O)C1CCN(CC1)C1=NC=C(C=N1)C(F)(F)F